C1(=CC=CC=C1)C=1C=CC=2N(C1C(C(=O)O)C)C=NC2 2-(6-Phenylimidazo[1,5-a]pyridin-5-yl)propionic acid